ClC1=C(C=C(OCC(=O)NC23CC(C2)(C3)NC3=NC=CC(=C3)C(F)(F)F)C=C1)F 2-(4-chloro-3-fluorophenoxy)-N-(3-{[4-(trifluoromethyl)pyridin-2-yl]amino}bicyclo[1.1.1]pentan-1-yl)acetamide